tert-butyl N-methyl-N-[3-(trifluoromethyl)-6,7-dihydro-5H-thieno[3,2-b]pyran-6-yl]carbamate CN(C(OC(C)(C)C)=O)C1CC2=C(OC1)C(=CS2)C(F)(F)F